C(CCCCCCCCCCCCC)(=O)OCCCCCC(OC(NCCCN(CCCCN(C)C)C)=O)CCCCCOC(CCCCCCCCCCCCC)=O [3-(dimethylamino) propyl]-13-methyl-8-oxo-6-{5-[(1-oxotetradecyl) oxy] pentyl}-9,13-diaza-7-oxatetradec-1-yl tetradecanoate